1-[3-[(2S,4R)-4-fluorotetrahydrofuran-2-yl]-6-[5-[(6-methylpyridazin-3-yl)amino]benzimidazol-1-yl]-2-pyridyl]-5-methyl-pyrazole-3-carbonitrile F[C@@H]1C[C@H](OC1)C=1C(=NC(=CC1)N1C=NC2=C1C=CC(=C2)NC=2N=NC(=CC2)C)N2N=C(C=C2C)C#N